1-(2-hydroxyethyl)-3-methylimidazole tetrafluoroborate F[B-](F)(F)F.OCCN1CN(C=C1)C